COC1=CC=C(C=C1)CC(COC(CC1=CC(=C(C=C1)O)OC)=O)C 2-(4-hydroxy-3-methoxyphenyl)acetic acid 3-(4-methoxyphenyl)-2-methylpropyl ester